N1(CCNCCN(CCC1)CC=1C(=C(C(=O)NC(CO)O)C=C(C1)C)O)CC=1C(=C(C(=O)NC(CO)O)C=C(C1)C)O 3,3'-[1,4,7-triazecane-1,7-diylbis(methylene)]bis[N-(1,2-dihydroxyethyl)-2-hydroxy-5-methyl-benzamide]